C(C)[C@H]1N(C[C@@H](NC1)C)C(C)C1=C(C=C(C=C1)F)OC (2r,5s)-2-ethyl-1-(1-(4-fluoro-2-methoxyphenyl)ethyl)-5-methylpiperazine